(+)-Pentazocin OC1=CC=2C3(C)C(C)C(CC2C=C1)N(CC=C(C)C)CC3